NC1=CC=C(N=N1)C#CCC1(C(NC2=C(CC1)C=C(C=C2)F)=O)C2=C(C=C(C=C2)C(F)(F)F)C(F)(F)F 3-[3-(6-amino-1,2-diazin-3-yl)prop-2-ynyl]-3-[2,4-bis(trifluoromethyl)phenyl]-7-fluoro-2,3,4,5-tetrahydro-1H-benzoazepine-2-One